NC1C(NCC2=C(C1)C=CC=C2)=O 4-amino-1,2,4,5-tetra-hydro-2-benzazepin-3-one